C1(=CC=CC=C1)CCC(=O)N1CCC(CC1)CC(=O)N[C@@H](CC1=CC=C(C=C1)O)C(=O)OC Methyl (2-(1-(3-phenylpropanoyl)piperidin-4-yl)acetyl)-L-tyrosinate